ClC1=C2C(N(C(NC2=C(C(=C1)C=C)F)=O)C)=O 5-chloro-8-fluoro-3-methyl-7-vinylquinazoline-2,4(1H,3H)-dione